S(N)(OC[C@H]1OC2(O[C@@H]1C1=C(C=CC=C1)Cl)CCCC2)(=O)=O ((2R,3R)-3-(2-chlorophenyl)-1,4-dioxaspiro[4.4]nonan-2-yl)methyl sulfamate